CN(C(=O)C1=CC=C(C=C1)C=1C=CC(=NC1)NC=1C=C(C=NC1)NC(=O)C1=CC=CC2=C1NC=N2)C N-(5-((5-(4-(dimethyl-carbamoyl)phenyl)pyridin-2-yl)amino)pyridin-3-yl)-1H-benzo[d]imidazole-7-carboxamide